tert-butyl 6-cyano-3,4-dihydroisoquinoline-2(1H)-carboxylate C(#N)C=1C=C2CCN(CC2=CC1)C(=O)OC(C)(C)C